C(C)(C)(C)C1=C(C(=C(CN2C(N(C(N(C2=O)CC2=C(C(=C(C(=C2)C)C(C)(C)C)O)C)=O)CC2=C(C(=C(C(=C2)C)C(C)(C)C)O)C)=O)C=C1C)C)O 1,3,5-tris(4-t-butyl-3-hydroxy-2,5-dimethylbenzyl)-1,3,5-triazine-2,4,6(1H,3H,5H)-Trion